(E)-3-tetradecenal C(C\C=C\CCCCCCCCCC)=O